6a,7,9,10-tetrahydro-6H-pyrazino[2,1-c]Pyrido[3,4-f][1,4]Oxazepine-8(12H)-carboxylic acid tert-butyl ester C(C)(C)(C)OC(=O)N1CC2COC3=C(CN2CC1)C=NC=C3